NC1=CC(=C(C(=C1)F)CC(=O)C1CCN(CC1)C(=O)OC(C)(C)C)Br tert-Butyl 4-[2-(4-amino-2-bromo-6-fluoro-phenyl)acetyl]piperidine-1-carboxylate